FC(C1=NC(=CC=C1S(=O)(=O)N1CC2(CN(C2)C(=O)OC(C)(C)C)C1)C(F)(F)F)(F)F tert-butyl 6-((2,6-bis(trifluoromethyl)pyridin-3-yl)sulfonyl)-2,6-diazaspiro[3.3]heptane-2-carboxylate